C(C)(C)(C)OC(=O)N1CC(C1)NC 3-(methylamino)azetidine-1-carboxylic acid tert-butyl ester